N-(6-(2H-1,2,3-triazol-2-yl)-5-(trifluoromethyl)pyridin-3-yl)-4-(3-bromo-5-nitropyridin-4-yl)-2-chloro-5-fluorobenzamide N=1N(N=CC1)C1=C(C=C(C=N1)NC(C1=C(C=C(C(=C1)F)C1=C(C=NC=C1[N+](=O)[O-])Br)Cl)=O)C(F)(F)F